N-(4-(3-(diethyl-amino)propoxy)-3,5-dimethylphenyl)-4-(5-phenyl-4,5-dihydro-1H-pyrazol-1-yl)thieno[3,2-d]pyrimidin-2-amine C(C)N(CCCOC1=C(C=C(C=C1C)NC=1N=C(C2=C(N1)C=CS2)N2N=CCC2C2=CC=CC=C2)C)CC